N1-((3-(4-(ethoxymethyl)-4-ethylcyclohexyl)-6,7-dihydro-4H-pyrazolo[5,1-c][1,4]-oxazin-2-yl)methyl)-N1,N2-dimethylethane-1,2-diamine C(C)OCC1(CCC(CC1)C=1C(=NN2C1COCC2)CN(CCNC)C)CC